methyl 5-{5-[2-({2-[(2-aminophenyl) amino] propyl} (ethyl) amino) ethoxy]-1-methylpyrazol-4-yl}-1-methyl-6-oxopyridine-3-carboxylate NC1=C(C=CC=C1)NC(CN(CCOC1=C(C=NN1C)C1=CC(=CN(C1=O)C)C(=O)OC)CC)C